C1(=CC(=CC=C1)NC1=C(C=CC=C1C1=CC=CC=C1)C1=CC=CC=C1)C1=C(C(=C(C(=C1[2H])[2H])[2H])[2H])[2H] N-([1,1'-biphenyl]-3-yl-2',3',4',5',6'-d5)-[1,1':3',1''-terphenyl]-2'-amine